Cl.FC1=CC=C(C=C1)C1=CC=C2C=C(NC2=C1)C(=O)NCCNC1CCNCC1 6-(4-fluorophenyl)-N-(2-(piperidin-4-ylamino)ethyl)-1H-indole-2-carboxamide hydrogen chloride salt